2-(6-(4-(((5-hydroxypyridin-3-yl)methyl)amino)-2-(methylamino)-7-tosyl-7H-pyrrolo[2,3-d]pyrimidin-5-yl)quinolin-3-yl)ethyl methanesulfonate CS(=O)(=O)OCCC=1C=NC2=CC=C(C=C2C1)C1=CN(C=2N=C(N=C(C21)NCC=2C=NC=C(C2)O)NC)S(=O)(=O)C2=CC=C(C)C=C2